2-((1-(trifluoromethyl)cyclohexyl)oxy)acetaldehyde FC(C1(CCCCC1)OCC=O)(F)F